2-(2,6-dioxopiperidin-3-yl)-4-(((1-(1-(2-(1-phenyl-1H-pyrazol-4-yl)acetyl)piperidin-4-yl)-1H-pyrazol-4-yl)methyl)amino)isoindoline-1,3-dione O=C1NC(CCC1N1C(C2=CC=CC(=C2C1=O)NCC=1C=NN(C1)C1CCN(CC1)C(CC=1C=NN(C1)C1=CC=CC=C1)=O)=O)=O